BrC1=CC(=CC2=C1N=C(N2C/C(=C/CNC(=O)OC(C)(C)C)/F)C)C(=O)O 7-bromo-3-[(Z)-4-(tert-butoxycarbonylamino)-2-fluoro-but-2-enyl]-2-methyl-benzimidazole-5-carboxylic acid